NS(=NC(CC1=C(C(=C(C=C1C1CC1)C#N)F)C(C)C)=O)(=O)C1=C(C=C(C=C1)CN(C)C)F N-(amino(4-((dimethylamino)methyl)-2-fluorophenyl)(oxo)-λ6-sulfaneylidene)-2-(4-cyano-6-cyclopropyl-3-fluoro-2-isopropylphenyl)acetamide